O=C1NN=C(O1)C1=CC=C(C=C1)NCC1CCN(CC1)C(=O)OCC1=CC(=CC(=C1)Cl)Cl 3,5-dichlorobenzyl 4-(((4-(5-oxo-4,5-dihydro-1,3,4-oxadiazol-2-yl)phenyl)amino)methyl)piperidin-1-Carboxylate